p-toluenesulfonic acid 2,4,6-trimethylpyridine salt CC1=NC(=CC(=C1)C)C.CC1=CC=C(C=C1)S(=O)(=O)O